ClC1=NC2=C(C=CC=C2C(=N1)NC=1N=CN(C1)C1=CC(=C(C(=C1)OC)OC)OC)OC(C)C 2-chloro-8-isopropoxy-N-(1-(3,4,5-trimethoxyphenyl)-1H-imidazol-4-yl)quinazolin-4-amine